[Si](C)(C)(C(C)(C)C)OC[C@H]1N(C(CC(C1)=O)=O)C(=O)OC(C)(C)C tert-butyl (S)-2-(((tert-butyldimethylsilyl) oxy) methyl)-4,6-dioxopiperidine-1-carboxylate